C1(=CC=C(C=C1)NC1=NC2=CC(=C(C=C2C=C1)OC)O)C 2-(p-toluylamino)-7-hydroxy-6-methoxyquinoline